ClC=1C(=C(C=CC1)C1=CC(=C(C=C1)OC)C(=O)O)C=1C=CC2=C(CCO2)C1 3'-chloro-2'-(2,3-dihydrobenzofuran-5-yl)-4-methoxy-[1,1'-biphenyl]-3-carboxylic acid